[N+](=O)([O-])C1=C(C(=O)NC2=CC=C(C=C2)NC2=CC=NC=C2)C=CC(=C1)C(=O)NC1=CC=C(C=C1)NC1=CC=NC=C1 2-nitro-N1,N4-bis(4-(pyridin-4-ylamino)phenyl)terephthalamide